FC=1C=C(C(=NC1)N1CCNCC1)OC 1-(5-fluoro-3-methoxypyridin-2-yl)piperazine